6-[(2R)-2-[5-fluoro-2-(methylsulfanyl)phenyl]pyrrolidin-1-yl]-N-[(3S)-oxan-3-yl]imidazo[1,2-b]pyridazine-3-carboxamide FC=1C=CC(=C(C1)[C@@H]1N(CCC1)C=1C=CC=2N(N1)C(=CN2)C(=O)N[C@@H]2COCCC2)SC